C1(=CC=C(C=C1)C(=CC)C=1SC=CN1)C 2-(1-(p-tolyl)prop-1-en-1-yl)thiazole